Tert-butyl (R)-2-((((9H-fluoren-9-yl) methoxy) carbonyl) amino)-3-iodopropionate C1=CC=CC=2C3=CC=CC=C3C(C12)COC(=O)N[C@H](C(=O)OC(C)(C)C)CI